1,3-bis(mercaptomethyl)cyclohexane (9H-fluoren-9-yl)methyl-(2-(3-(bis(2-aminoethyl)amino)-3-oxopropoxy)ethyl)carbamate TFA salt OC(=O)C(F)(F)F.C1=CC=CC=2C3=CC=CC=C3C(C12)CN(C(O)=O)CCOCCC(=O)N(CCN)CCN.SCC1CC(CCC1)CS